1,1,1-trifluoro-2-(6-methyl-2-(trifluoromethyl)-5,6-dihydroimidazo[1',5':1,2]pyrido[3,4-d]pyrimidin-8-yl)propan-2-ol FC(C(C)(O)C1=NC=C2N1C(CC1=C2N=C(N=C1)C(F)(F)F)C)(F)F